N-(4-cyano-2-fluorophenyl)-5-(5-fluoro-6-methylpyridin-2-yl)-1H-pyrrole-3-sulfonamide C(#N)C1=CC(=C(C=C1)NS(=O)(=O)C1=CNC(=C1)C1=NC(=C(C=C1)F)C)F